C[C-]1C(=C(C(=C1C)C)C)C.[CH-]1C=CC=C1.[Fe+2] 1,2,3,4,5-pentamethylferrocene